O=C1NC(CCC1N1C(CC2=C(C=CC=C12)C1CCN(CC1)C(=O)OC(C)(C)C)=O)=O tert-butyl 4-[1-(2,6-dioxo-3-piperidyl)-2-oxo-indolin-4-yl]piperidine-1-carboxylate